benzyl-4-(7-bromopyrazolo[4,3-b]pyridin-2-yl)butan-1-ol C(C1=CC=CC=C1)C(CCCN1N=C2C(N=CC=C2Br)=C1)O